ClC=1C=CC(=C(C1)C1=CC(N(C=C1OC)C(C(=O)NC1=CC=C(C(=O)OC(C)(C)C)C=C1)CC)=O)C1=CN=CO1 tert-Butyl 4-[(2-{4-[5-chloro-2-(1,3-oxazol-5-yl)phenyl]-5-methoxy-2-oxopyridin-1(2H)-yl}butanoyl)amino]benzoate